Methyl 4-(1-((3R,7R)-2-(3,4-dichlorobenzoyl)-3,7-dimethyl-10-oxo-1,2,3,4,7,8-hexahydropyrido[4',3':3,4]pyrazolo[1,5-a]pyrazin-9(10H)-yl)ethyl)benzoate ClC=1C=C(C(=O)N2CC=3C(=NN4C3C(N(C[C@H]4C)C(C)C4=CC=C(C(=O)OC)C=C4)=O)C[C@H]2C)C=CC1Cl